methyl (E)-3-(4-(((6-(3,5-bis(trifluoromethyl)benzyl)-5-oxo-5,6,7,8-tetrahydronaphthalen-2-yl)oxy)methyl)phenyl)acrylate FC(C=1C=C(CC2C(C=3C=CC(=CC3CC2)OCC2=CC=C(C=C2)/C=C/C(=O)OC)=O)C=C(C1)C(F)(F)F)(F)F